C1(CC1)C1=CC(=NN1)NC1=NC(=NC=C1)N1CC(CCC1)S(=O)(=O)C N-(5-Cyclopropyl-1H-pyrazol-3-yl)-2-(3-methylsulfonyl-1-piperidyl)pyrimidin-4-amine